NCC1(CCN(CC1)C=1NC(C2=C(N1)NN=C2CC2=C(C(=CC=C2)Cl)Cl)=O)C 6-(4-(aminomethyl)-4-methylpiperidin-1-yl)-3-(2,3-dichlorobenzyl)-1,5-dihydro-4H-pyrazolo[3,4-d]pyrimidin-4-one